N,1,1-Trimethyl-7-trifluoromethylisochromen-4-amine CNC1=COC(C2=CC(=CC=C12)C(F)(F)F)(C)C